1-[3-(1-Hydroxyethyl)-6-[6-[(2-oxo-1-piperidyl)methyl]benzimidazol-1-yl]-2-pyridyl]-5-methyl-pyrazole-3-carbonitrile OC(C)C=1C(=NC(=CC1)N1C=NC2=C1C=C(C=C2)CN2C(CCCC2)=O)N2N=C(C=C2C)C#N